FC(OC1=C(C=C(C=C1)[N+](=O)[O-])B1OC(C(O1)(C)C)(C)C)F 2-[2-(difluoromethoxy)-5-nitro-phenyl]-4,4,5,5-tetramethyl-1,3,2-dioxaborolan